C[C@H]1N(CCOC1)C1=CC(NC(=C1)N1C(CN(CC1)C)C1=CC=CC=C1)=O 4-[(3R)-3-methylmorpholin-4-yl]-6-(4-methyl-2-phenyl-piperazin-1-yl)-1H-pyridin-2-one